(4S)-3-[[6-[3-(Difluoromethoxy)-4-fluoro-phenyl]pyrazin-2-yl]methyl]-4-methyl-oxazolidin-2-one FC(OC=1C=C(C=CC1F)C1=CN=CC(=N1)CN1C(OC[C@@H]1C)=O)F